N1N=NC=C1C1CCN(CC1)C(=O)OC(C)(C)C tert-Butyl 4-(1H-1,2,3-triazol-5-yl)piperidine-1-carboxylate